FC(C=1C=C(C=CC1F)B1OC(C(O1)(C)C)(C)C)F 2-[3-(difluoromethyl)-4-fluoro-phenyl]-4,4,5,5-tetramethyl-1,3,2-dioxaborolane